C(=O)(OCCC(C)OC)OC(=O)OCCC(C)OC.CN(CCN(C)C)C N,N,N',N'-tetramethyl ethylenediamine bis(3-methoxybutyl) dicarbonate